NC1=C(SC2=NC(=C(C=C21)F)C)C(=O)NC2CC=1C=CC(=NC1CC2)N2CC(C(C2)NC)OC 3-amino-5-fluoro-N-{2-[3-methoxy-4-(methylamino)pyrrolidin-1-yl]-5,6,7,8-tetrahydroquinolin-6-yl}-6-methylthieno[2,3-b]pyridine-2-carboxamide